CC1=C(C(=CC=C1)C)C1=NC=2NS(C=3C=CC=C(C(N([C@@H](COC(=C1)N2)CC(C)C)CCCCOC)=O)C3)(=O)=O (11R)-6-(2,6-Dimethylphenyl)-11-isobutyl-12-(4-methoxybutyl)-2,2-dioxo-9-oxa-2λ6-thia-3,5,12,19-tetrazatricyclo[12.3.1.14,8]nonadeca-1(18),4(19),5,7,14,16-hexaen-13-one